CCCCCCCCNC1=CC=C(C=C1)NCCCCCCCC N,N'-dioctyl-p-phenylenediamine